[O-]S(=O)(=O)C(F)(F)F.C(CCCCCCC)[N+]1(CCCCC1)CCC 1-Octyl-1-propylpiperidinium triflate